hex-anediol C(CCCCC)(O)O